C1(=CC=C(C=C1)P(C1=C(SC=C1P(C1=CC=C(C=C1)C)C1=CC=C(C=C1)C)CC)C1=CC=C(C=C1)C)C 3,4-bis(di-p-tolylphosphino)-2-ethylthiophene